(S)-1-(4-(5-(3,5-Difluorophenyl)-4,5-dihydro-1H-pyrazol-1-carbonyl)piperidin-1-yl)ethanon FC=1C=C(C=C(C1)F)[C@@H]1CC=NN1C(=O)C1CCN(CC1)C(C)=O